N(C1=CC=CC=C1)S(=O)(=O)C=1C=C(C=CC1)C(=O)O 3-(anilinosulfonyl)-benzenecarboxylic acid